N(=[N+]=[N-])C1=CC=C(C(=O)C(C(N)(N)C(C2=CC=C(C=C2)N=[N+]=[N-])=O)CCCC)C=C1 bis(p-azido-benzoyl)hexanediamine